5-(5-(2-methyl-2-butoxycarbonyl)naphthyl)-bicyclo[2.2.1]hept-2-ene CC(C)(CC)OC(=O)C1=C2C=CC=C(C2=CC=C1)C1C2C=CC(C1)C2